C1(CC1)CNC(=O)C1=CC2=C(CN(C2)C2=NOC(C2)(C(F)(F)F)C2=CC(=CC(=C2)Cl)Cl)S1 N-(cyclopropylmethyl)-5-(5-(3,5-dichlorophenyl)-5-(trifluoromethyl)-4,5-dihydroisoxazol-3-yl)-5,6-dihydro-4H-thieno[2,3-c]pyrrole-2-carboxamide